COC=1C(=CC2=C(OCO2)C1)C#CC=1C(=CC2=C(OCO2)C1)C=O 6-((6-methoxybenzo[d][1,3]dioxolan-5-yl)ethynyl)benzo[d][1,3]dioxolan-5-formaldehyde